C1(=CC=C(C=C1)[I+]C1=CC=C(C=C1)C)C di(p-tolyl)iodonium